triphenylphosphine gold (I) bis(trifluoromethylsulfonyl)imide salt [N-](S(=O)(=O)C(F)(F)F)S(=O)(=O)C(F)(F)F.[Au+].C1(=CC=CC=C1)P(C1=CC=CC=C1)C1=CC=CC=C1